3-[(1-{[2-(2,6-dioxo-hexahydropyridin-3-yl)-1,3-dioxo-2,3-dihydro-1H-isoindol-4-yl]amino}-15-oxo-3,6,9,12-tetraoxapentadecan-15-yl)amino]benzamide O=C1NC(CCC1N1C(C2=CC=CC(=C2C1=O)NCCOCCOCCOCCOCCC(=O)NC=1C=C(C(=O)N)C=CC1)=O)=O